tert-butyl 7-[2-({4-[2-(azetidin-1-yl)acetamido]-3-methylphenyl}amino)-5H,6H,7H,8H-pyrido[3,4-d]pyrimidin-7-yl]-8-chloro-1H,2H,3H-pyrido[2,3-b][1,4]oxazine-1-carboxylate N1(CCC1)CC(=O)NC1=C(C=C(C=C1)NC=1N=CC2=C(N1)CN(CC2)C2=C(C1=C(OCCN1C(=O)OC(C)(C)C)N=C2)Cl)C